7-bromo-2-methyl-3,4-dihydroisoquinolin-1-one BrC1=CC=C2CCN(C(C2=C1)=O)C